ClC1=CC(=C(COC2=NC=CC(=N2)N2C=C3C(=C2)CN(C3)CC3=NC2=C(N3C[C@H]3OCC3)C=C(C=C2)C(=O)O)C=C1)F (S)-2-((5-(2-((4-chloro-2-fluorobenzyl)oxy)pyrimidin-4-yl)-3,5-dihydropyrrolo[3,4-c]pyrrol-2(1H)-yl)methyl)-1-(oxetan-2-ylmethyl)-1H-benzo[d]imidazole-6-carboxylic acid